ClC1=CC=C2C(=N1)N(C=N2)C2=CC=C(C(=O)OC)C=C2 methyl 4-(5-chloro-3H-imidazo[4,5-b]pyridin-3-yl)benzoate